2-bromomethylnitrobenzene BrCC1=C(C=CC=C1)[N+](=O)[O-]